The molecule is a methyl ester resulting from the formal condensation of the carboxy group of 3,4-dihydroxybenzoic acid with methanol. It has a role as an antioxidant, a neuroprotective agent and a plant metabolite. It is a methyl ester and a member of catechols. It derives from a 3,4-dihydroxybenzoic acid. COC(=O)C1=CC(=C(C=C1)O)O